N-(5-bromopyrazin-2-yl)benzo[d]thiazol-2-amine BrC=1N=CC(=NC1)NC=1SC2=C(N1)C=CC=C2